OC=1C=C(C=CC1)[C@@H]1C(=C(NC=2C[C@H](CC(C12)=O)C1=C(C=CC=C1)OC)C)C(=O)OC1CCOCC1 tetrahydro-2H-pyran-4-yl (4S,7R)-4-(3-hydroxyphenyl)-7-(2-methoxyphenyl)-2-methyl-5-oxo-1,4,5,6,7,8-hexahydroquinoline-3-carboxylate